FC=1C=2N(C=C(C1)C1=CNC=3N=C(N=CC31)N[C@H](COC)C)C(=CN2)CO (S)-(8-fluoro-6-(2-((1-methoxypropan-2-yl)amino)-7H-pyrrolo[2,3-d]pyrimidin-5-yl)imidazo[1,2-a]pyridin-3-yl)methanol